NC1=NC=C(C=2C1=CN(N2)C2OCCCC2)NC(C(=O)N(C[C@@H](CC)C)CC2=C(C=CC=C2)C)=O N1-(4-amino-2-(tetrahydro-2H-pyran-2-yl)-2H-pyrazolo[4,3-c]pyridin-7-yl)-N2-(2-methylbenzyl)-N2-((R)-2-methylbutyl)oxalamide